1-[4-(3-[2-[4-amino-7-methyl-5-(3-methyl-4-phenoxyphenyl)-7H-pyrrolo[2,3-d]pyrimidin-6-yl]ethynyl]azetidin-1-yl)piperidin-1-yl]prop-2-en-1-one NC=1C2=C(N=CN1)N(C(=C2C2=CC(=C(C=C2)OC2=CC=CC=C2)C)C#CC2CN(C2)C2CCN(CC2)C(C=C)=O)C